1-{5-[3-(2,5-dimethylfuran-3-yl)-1,2,4-oxadiazol-5-yl]-1H-1,2,3-benzotriazol-1-yl}-2-methylpropan-2-ol CC=1OC(=CC1C1=NOC(=N1)C1=CC2=C(N(N=N2)CC(C)(O)C)C=C1)C